C(=O)C1=CC=2C3=C(N(C2C=C1)CC(F)(F)F)C(=C(C=N3)C(=O)N)OC 8-formyl-4-methoxy-5-(2,2,2-trifluoroethyl)pyrido[3,2-b]indole-3-carboxamide